N-(oxetan-3-yl)-4-(trifluoromethyl)pyridineamide O1CC(C1)NC(=O)C1=NC=CC(=C1)C(F)(F)F